2-[(2's,4r)-6-cyclopropyl-2'-fluoro-1-oxospiro[3H-isoquinoline-4,1'-cyclopropane]-2-yl]-N-(5-cyanopyrimidin-2-yl)acetamide C1(CC1)C=1C=C2C(=CC1)C(N(C[C@]21[C@H](C1)F)CC(=O)NC1=NC=C(C=N1)C#N)=O